(1R,2R)-2-allylcyclopropanecarboxylic acid C(C=C)[C@H]1[C@@H](C1)C(=O)O